4-amino-7-{(1S)-1-[1-(2-fluorophenyl)-1H-pyrazol-4-yl]ethyl}-5-[2-(trifluoromethyl)pyrimidin-5-yl]pyrrolo[2,1-f][1,2,4]triazine-6-carbonitrile NC1=NC=NN2C1=C(C(=C2[C@@H](C)C=2C=NN(C2)C2=C(C=CC=C2)F)C#N)C=2C=NC(=NC2)C(F)(F)F